rac-(3aS,7aS)-3a-(2,3-dihydro-1,4-benzodioxin-6-yl)-1,2,3,4,5,6,7,7a-octahydroindole O1CCOC2=C1C=CC(=C2)[C@@]21CCN[C@H]1CCCC2 |r|